lithium cis-5-(dibenzylamino)-1,3-dioxane-2-carboxylate C(C1=CC=CC=C1)N([C@@H]1CO[C@@H](OC1)C(=O)[O-])CC1=CC=CC=C1.[Li+]